2-(3-phenethylureido)-3-phenylpropanamide C(CC1=CC=CC=C1)NC(NC(C(=O)N)CC1=CC=CC=C1)=O